C(C)(C)(C)OC(=O)N1CCN(CC1)C(CN1N=C(C(=C1)NC(=O)C=1C=NN2C1N=CC=C2)C2=CC1=CC=CC=C1C=C2OC(F)F)=O 4-[2-[3-[3-(difluoromethoxy)-2-naphthyl]-4-(pyrazolo[1,5-a]pyrimidine-3-carbonylamino)pyrazol-1-yl]acetyl]piperazine-1-carboxylic acid tert-butyl ester